C(C)(C)(C)OC(=O)NCC(C(NCC(=O)O)=O)NC(C(NC(C(N(C(C(N(C(C)C)CC1CCCC1)C)=O)C)CC(C)C)=O)C1CCCCC1)=O 5-(((tert-butoxycarbonyl)amino)methyl)-8-cyclohexyl-15-(cyclopentylmethyl)-11-isobutyl-12,14,16-trimethyl-4,7,10,13-tetraoxo-3,6,9,12,15-pentaazaheptadecan-1-oic acid